CC1(CCC=2C(=NNC2C1)C=1NC2=CC(=CC=C2C1)C(=O)N1CCN(CC1)CC1CCN(CC1)C1=C(C=C(C=C1)C1C(NC(CC1)=O)=O)F)C 3-{4-[4-({4-[2-(6,6-dimethyl-1,4,5,7-tetrahydroindazol-3-yl)-1H-indole-6-carbonyl]piperazin-1-yl}methyl)piperidin-1-yl]-3-fluorophenyl}piperidine-2,6-dione